OC(CN(CCCC(=O)OCCN1CCN(CC1)CCSSCCCCN(CC(CCCCC(=O)OCCCC)O)CC(CCCCC(=O)OCCCC)O)CC(CCCCC(OCCC(C)C)=O)O)CCCCC(=O)OCCC(C)C Dibutyl 7,7'-((4-((2-(4-(2-((4-(bis(2-hydroxy-7-(isopentyloxy)-7-oxoheptyl)amino)-butanoyl)oxy)ethyl)piperazin-1-yl)ethyl)disulfaneyl)butyl)azanediyl)bis(6-hydroxyheptanoate)